C(C(C)C)(=O)OC=1C(=NC=CC1OC)C(N[C@@H](C)C1=NOC(=N1)C1C(C1C1=CC=C(C=C1)OC)C1=CC=C(C=C1)OC)=O 2-(((1S)-1-(5-(2,3-bis(4-methoxyphenyl)cyclopropyl)-1,2,4-oxadiazol-3-yl)ethyl)carbamoyl)-4-methoxypyridin-3-yl isobutyrate